C(C)(C)N(C1=CC=C(C=C1)N)C(C)C N,N-diisopropyl-p-phenylenediamine